C1(CC1)C=1C(=NC(=NC1)NC=1C(=NN(C1)C1CN(CC1)C)C)NCCCN1CCN(CCC1=O)C 4-(3-((5-cyclopropyl-2-((3-methyl-1-(1-methylpyrrolidin-3-yl)-1H-pyrazol-4-yl)amino)pyrimidin-4-yl)amino)propyl)-1-methyl-1,4-diazepan-5-one